ClC1=CC=C(C=C1)[Cu] (4-chlorophenyl)copper